C1(CCCCCC1)[C@@H](C(=O)NCC1=CC=C(C=C1)C[C@H](C(=O)N1CCN(CC1)C)NC(CC)=O)NC(=O)C1=CC=NN1CC#C N-((S)-1-cycloheptyl-2-((4-((R)-3-(4-methylpiperazin-1-yl)-3-oxo-2-propionamidopropyl)benzyl)amino)-2-oxoethyl)-1-(prop-2-yn-1-yl)-1H-pyrazole-5-carboxamide